F[C@H]1CN(CC[C@H]1NC1=CC=CC=2N1N=C(C2CC(F)(F)F)C#CCNC(C2=CC(=CC=C2)C)=O)C N-[3-(7-{[(3S,4R)-3-fluoro-1-methylpiperidin-4-yl]amino}-3-(2,2,2-trifluoroethyl)pyrazolo[1,5-a]pyridin-2-yl)prop-2-yn-1-yl]-3-methylbenzamide